OC1=CC(=NC2=CC=C(C=C12)C1=C2C=C(C(=CC2=CC=2C=COC21)OC)OC)C 9-(4-hydroxy-2-methylquinolin-6-yl)-6,7-dimethoxynaphtho[2,3]furan